ClC1=C(C(=CC=C1Cl)O)[C@H]1C[C@@H]2N(C(CN(C2)C([C@@H](CO)C)=O)=O)CC1 (8R,9aS)-8-(2,3-dichloro-6-hydroxyphenyl)-2-((R)-3-hydroxy-2-methylpropanoyl)octahydro-4H-pyrido[1,2-a]pyrazin-4-one